2',6-dimethyl-2H-[1,3'-bipyridin]-2-one CC1=NC=CC=C1N1C(C=CC=C1C)=O